FC(OC=1C=C(C=C(C1)F)C1=CC2=C(O[C@H](CN2S(=O)(=O)C2=CC(=CC=C2)C#C)C23CCC(CC2)(C3)C(=O)O)C=C1)F 4-((S)-6-(3-(difluoromethoxy)-5-fluorophenyl)-4-((3-ethynylphenyl)sulfonyl)-3,4-dihydro-2H-benzo[b][1,4]oxazin-2-yl)bicyclo[2.2.1]heptane-1-carboxylic acid